(3-[[6-(4-hydroxyphenyl)-1H-indazol-4-yl]oxy]-2,2,4,4-Tetramethylcyclobutyl)but-2-enamide OC1=CC=C(C=C1)C1=CC(=C2C=NNC2=C1)OC1C(C(C1(C)C)C(C(=O)N)=CC)(C)C